FC(CP(OCCC)([O-])=O)(F)F ethylmethyl (2,2,2-trifluoroethyl)phosphonate